normal decyl methacrylate C(C(=C)C)(=O)OCCCCCCCCCC